tert-butyl 6-(1-(3-acrylamidophenyl)-3-nitro-1H-pyrazol-4-yl)-1-oxo-2,3-dihydro-1H-spiro[isoquinoline-4,3'-piperidine]-1'-carboxylate C(C=C)(=O)NC=1C=C(C=CC1)N1N=C(C(=C1)C=1C=C2C(=CC1)C(NCC21CN(CCC1)C(=O)OC(C)(C)C)=O)[N+](=O)[O-]